CSSCC(CC)SSC 1,2-bis(methylthiothio)butane